FC1(CN(C1)CCC=1C(=NC(N(C1)[C@H](C(=O)NCCC(=O)O)CC(C)C)=O)C)C 3-((S)-2-(5-(2-(3-fluoro-3-methylazetidin-1-yl)ethyl)-4-methyl-2-oxopyrimidin-1(2H)-yl)-4-methylpentanamido)propanoic acid